N1=C(C=CC=2CCCNC12)CCOC=1C=C2C=NN(C2=CC1)C(CC(=O)O)CCC 3-(5-(2-(5,6,7,8-tetrahydro-1,8-naphthyridin-2-yl)ethoxy)-1H-indazol-1-yl)hexanoic acid